C(C)(=O)O[C@H]1CC(C(O)=O)(O)O[C@H]([C@@H]1NC(C)=O)[C@H](OC(C)=O)[C@H](OC(C)=O)COC(C)=O 4,7,8,9-Tetra-O-acetyl-N-acetylneuraminic acid